COC(CC1CCN(CC1)C1=CC=C(C=C1)[C@H]1[C@H](CCC2=CC(=CC=C12)O)C1=CC=CC=C1)OC (1R,2S)-1-[4-[4-(2,2-dimethoxyethyl)-1-piperidinyl]phenyl]-2-phenyl-tetrahydronaphthalen-6-ol